methyl 2-(4-cyanophenyl)-2-(2,5-dioxoimidazolidin-1-yl)acetate C(#N)C1=CC=C(C=C1)C(C(=O)OC)N1C(NCC1=O)=O